FS(C=1C=C(C=CC1)NC1CCN(CC1)S(=O)(=O)C1=CC=C(C=C1)B1OC(C(O1)(C)C)(C)C)(F)(F)(F)F N-[3-(pentafluoro-λ6-sulfanyl)phenyl]-1-[4-(4,4,5,5-tetramethyl-1,3,2-dioxaborolan-2-yl)benzenesulfonyl]piperidin-4-amine